7-(5-((2-oxa-6-azaadamantan-6-yl)sulfonyl)-2-methylphenyl)imidazo[2,1-f][1,2,4]triazin-4-amine C12OC3CC(N(C(C1)C3)S(=O)(=O)C=3C=CC(=C(C3)C3=CN=C1C(=NC=NN13)N)C)C2